4-amino-2,3-dihydroxybenzoic acid NC1=C(C(=C(C(=O)O)C=C1)O)O